FC(C=1C(=C(C=CC1)[C@@H](C)NC=1C2=C(N=C(N1)C)N=CC(=C2)C=2CCSCC2)F)F (R)-N-(1-(3-(difluoromethyl)-2-fluorophenyl)ethyl)-6-(3,6-dihydro-2H-thiopyran-4-yl)-2-methylpyrido[2,3-d]pyrimidin-4-amine